N-{1-Cyclooctyl-2-[4-(4-hydroxytetrahydro-pyran-4-yl)anilino]-2-oxoethyl}-3-methyl-isoxazole-4-carboxamide C1(CCCCCCC1)C(C(=O)NC1=CC=C(C=C1)C1(CCOCC1)O)NC(=O)C=1C(=NOC1)C